CC1=C(C=CC(=C1)C)NC(=O)C1=CC(=NC2=CC=CC=C12)C1=CC=NC=C1 N-(2,4-Dimethylphenyl)-2-(pyridin-4-yl)quinoline-4-carboxamide